tert-butylimino-bis(cyclopentadienyl)methylniobium C(C)(C)(C)N=[Nb]C(C1C=CC=C1)C1C=CC=C1